cyclohexanedi-amine C1(CCCCC1)(N)N